(E)-(2-chlorostyryl)(imino)(pyridin-2-yl)-lambda6-sulfanone ClC1=C(/C=C/S(=O)(C2=NC=CC=C2)=N)C=CC=C1